[C@H]12C([C@H]3CC[C@H](C[C@H]31)C2)=O |r| (±)-(1r,3s,6r,8r)-tricyclo[4.2.1.03,8]Nonan-2-one